(2S,3R,4S,5S,6S)-2-(2-((2-((tert-butoxycarbonyl)amino)ethyl)carbamoyl)-4-(hydroxymethyl)phenoxy)-6-(methoxycarbonyl)tetrahydro-2H-pyran-3,4,5-triyl triacetate C(C)(=O)O[C@H]1[C@@H](O[C@@H]([C@H]([C@@H]1OC(C)=O)OC(C)=O)C(=O)OC)OC1=C(C=C(C=C1)CO)C(NCCNC(=O)OC(C)(C)C)=O